1-({3,4-difluoro-2-[(2-fluoro-4-iodophenyl)amino]phenyl}carbonyl)-3-({(2S)-2-[(methyloxy)methyl]pyrrolidin-1-yl}methyl)azetidin-3-ol FC=1C(=C(C=CC1F)C(=O)N1CC(C1)(O)CN1[C@@H](CCC1)COC)NC1=C(C=C(C=C1)I)F